COC=1C=C(C=CC1)C1=NC2=C(N1C1CC(C1)C(NC)=O)C=C(C=C2)C(=O)NCCCN2CCN(CC2)C2=CC=CC=C2 2-(3-methoxyphenyl)-1-((1r,3r)-3-(methylcarbamoyl)cyclobutyl)-N-(3-(4-phenylpiperazin-1-yl)propyl)-1H-benzo[d]imidazole-6-carboxamide